2,6-diazaspiro[3.4]octan-7-one hydrochloride salt Cl.C1NCC12CNC(C2)=O